NC=1N=NC(=CC1C#CC[C@@H](C(=O)OC)NC(=O)OC(C)(C)C)Cl (S)-methyl 5-(3-amino-6-chloropyridazin-4-yl)-2-((tert-butoxycarbonyl)amino)pent-4-ynoate